CC1(CN(C1)C=O)C (3,3-dimethylazetidin-1-yl)methanone